OC1=NC=C(C(=C1)N1CCC(CC1)C(=O)NC)[N+](=O)[O-] 1-(2-hydroxy-5-nitropyridin-4-yl)-N-methylpiperidine-4-carboxamide